2-(4,4-difluorocyclohexyl)-4-(2,5-difluorophenyl)pyridin-3-amine FC1(CCC(CC1)C1=NC=CC(=C1N)C1=C(C=CC(=C1)F)F)F